Cl.FC1(C[C@@H](CNC1)N1C(CCC1C)=O)F 1-[(3S)-5,5-difluoropiperidin-3-yl]-5-methylpyrrolidin-2-one, hydrochloride salt